(4-((4-methoxybenzyl)amino)pyrrolo[1,2-a]quinoxalin-8-yl)(3-(4-(trifluoromethyl)phenyl)morpholino)methanone COC1=CC=C(CNC=2C=3N(C4=CC(=CC=C4N2)C(=O)N2C(COCC2)C2=CC=C(C=C2)C(F)(F)F)C=CC3)C=C1